(+/-)-N3-Cyclopropyl-N5-methyl-1-(1-phenylethyl)-1H-pyrazole-3,5-dicarboxamide C1(CC1)NC(=O)C1=NN(C(=C1)C(=O)NC)[C@H](C)C1=CC=CC=C1 |r|